methyl 2-amino-7-fluoro-4-methylquinazoline-6-carboxylate NC1=NC2=CC(=C(C=C2C(=N1)C)C(=O)OC)F